tert-butyl 4-[4-[4-[6-(4-acetylpiperazin-1-yl)-3-pyridyl]-3-cyano-pyrazolo[1,5-a]pyrazin-6-yl]phenyl]piperazine-1-carboxylate C(C)(=O)N1CCN(CC1)C1=CC=C(C=N1)C=1C=2N(C=C(N1)C1=CC=C(C=C1)N1CCN(CC1)C(=O)OC(C)(C)C)N=CC2C#N